5-chloro-2-(difluoromethyl)-N-((1r,4r)-4-((3-(3-fluoro-phenyl)-2-oxo-2,3-dihydro-1H-imidazo[4,5-c]pyridin-1-yl)methyl)cyclohexyl)nicotinamide ClC=1C=NC(=C(C(=O)NC2CCC(CC2)CN2C(N(C=3C=NC=CC32)C3=CC(=CC=C3)F)=O)C1)C(F)F